COC1=C(C=CC=C1[N+](=O)[O-])CC#N 2-(2-Methoxy-3-nitrophenyl)acetonitrile